OCCOC1CCN(CC1)C(=O)OC(C)(C)C tert-butyl 4-(2-hydroxy ethoxy)piperidine-1-carboxylate